COC1=CC=C(C=C1)CNC1CCN(CC1)C=1C=CC(=C2C(=CNC12)C#N)C 7-(4-{[(4-Methoxyphenyl)methyl]amino}piperidin-1-yl)-4-methyl-1H-indole-3-carbonitrile